C(C)(C)(C)OC(=O)N1CC(C1)NC1=CC(=C(C(=C1)F)[C@H]1N([C@@H](CN2C1=CC=1C=CC=CC21)C)CC(C)(C)F)F 3-((3,5-difluoro-4-((1R,3R)-2-(2-fluoro-2-methylpropyl)-3-methyl-1,2,3,4-tetrahydropyrazino[1,2-a]indol-1-yl)phenyl)amino)azetidine-1-carboxylic acid tert-butyl ester